FC1=C(C(=CC=C1)F)NN1C(=CC=2C(NCCC21)=O)C2=CC=NC1=C2N=C(N=C1)OC [(2,6-difluorophenyl)amino]-2-[2-methoxypyrido[3,2-d]pyrimidin-8-yl]-1H,5H,6H,7H-pyrrolo[3,2-c]pyridin-4-one